BrC1=CC=C(C=C1)N1N=CCC1=O 4-bromophenyl-5-pyrazolone